benzotriazol-1-yloxy-tris(dimethylamino)phosphonium N1(N=NC2=C1C=CC=C2)O[P+](N(C)C)(N(C)C)N(C)C